FC1=CC=C(C=C1)[C@]1(C[C@H]2[C@@H](N(OC2(C)C)C)[C@H](C1)C)C (3aS,5R,7S,7aS)-5-(4-fluorophenyl)-1,3,3,5,7-pentamethyloctahydrobenzo[c]isoxazole